3-(monochloromethyl)benzyl isocyanate ClCC=1C=C(CN=C=O)C=CC1